2-amino-5-chloro-N-(2-(2,4-dioxotetrahydropyrimidin-1(2H)-yl)ethyl)benzamide NC1=C(C(=O)NCCN2C(NC(CC2)=O)=O)C=C(C=C1)Cl